1-[[4-[[(1Z)-2-ethoxy-3,3,3-trifluoro-1-propen-1-yl]oxy]phenyl]-methyl]-1H-pyrazole-4-acetonitrile C(C)O\C(=C/OC1=CC=C(C=C1)CN1N=CC(=C1)CC#N)\C(F)(F)F